6-carbamoyl-4-oxo-chromene-2-carboxylic acid C(N)(=O)C=1C=C2C(C=C(OC2=CC1)C(=O)O)=O